COC(CCCCCCCC1C(C1)CCCCCCCCC(CCCCCCCC)CCN(C)C)=O methyl-8-(2-{9-[2-(dimethylamino)ethyl]heptadecyl}cyclopropyl)octanoate